C[Si](OC(O[Si](C)(C)C)[SiH2]OS(=O)(=O)CC)(C)C.C(CCC)[P+](CCCCCCCCCCCC)(CCCC)CCCC tributyldodecylphosphonium [bis(trimethylsilyloxy)methylsilyl]ethane-1-sulfonate